C(=O)(O)C=1C(=C(C=C(C1C(=O)O)Cl)C(=O)O)Cl 3-(carboxy)-2,5-dichlorobenzene-1,4-dicarboxylic acid